racemic-4-((1S*,2R*,5R*)-2-((5-cyclopropyl-7-methyl-1H-indol-4-yl)oxy)-5-(difluoromethoxy)-5-methylcyclohexyl)benzoic acid C1(CC1)C=1C(=C2C=CNC2=C(C1)C)O[C@H]1[C@@H](C[C@](CC1)(C)OC(F)F)C1=CC=C(C(=O)O)C=C1 |r|